iridium (III) tris[(dimethylfluorenylpyrazole)] CC1=C(C(=NN1)C1=CC=CC=2C3=CC=CC=C3CC12)C.CC1=C(C(=NN1)C1=CC=CC=2C3=CC=CC=C3CC12)C.CC1=C(C(=NN1)C1=CC=CC=2C3=CC=CC=C3CC12)C.[Ir+3]